C1(CCCC1)C(CC(=O)C1CCCC1)=O 1,3-dicyclopentyl-1,3-propanedione